C/C=[N+](\\[O-])/[O-] The molecule is a nitrogen oxoanion arising from deprotonation of the hydroxy group of nitroethane. It is a conjugate base of an aci-nitroethane.